O[C@@H]([C@H](C(=O)OCC)CNC(=O)C=1C(=CC=CC1)C1=CC=C(C=C1)C)C1=CC=CC=C1 ethyl (2R,3S)-3-hydroxy-2-((4'-methyl-[1,1'-biphenyl]-2-carboxamido) methyl)-3-phenylpropionate